5-chloro-1'-[2-({7-oxo-8-[(trans)-3-ethyl-3-hydroxycyclobutyl]-5,6,7,8-tetrahydro-1,8-naphthyridin-3-yl}oxy)ethyl]-1,2-dihydrospiro[indole-3,4'-piperidin]-2-one ClC=1C=C2C(=CC1)NC(C21CCN(CC1)CCOC=1C=NC=2N(C(CCC2C1)=O)C1CC(C1)(O)CC)=O